CN1C=NC2=C1N=NC(=C2)C(F)(F)F 7-methyl-3-(trifluoromethyl)-7H-imidazo[4,5-c]pyridazine